N-[4-[3-[3-(2-aminoethoxy)propanoylamino]pyrrolidine-1-carbonyl]-3-chloro-phenyl]-5-(2,3-difluoro-4-methoxy-phenyl)-1-methyl-imidazole-2-carboxamide formate C(=O)O.NCCOCCC(=O)NC1CN(CC1)C(=O)C1=C(C=C(C=C1)NC(=O)C=1N(C(=CN1)C1=C(C(=C(C=C1)OC)F)F)C)Cl